N1N=CC2=CC(=CC=C12)NC1=CC=2N(C(=N1)C1=CC=C3C=C(NC3=C1)C(=O)NC1=CN=NC=C1)C=CN2 6-(7-((1H-indazol-5-yl)amino)-imidazo[1,2-c]pyrimidin-5-yl)-N-(pyridazin-4-yl)-1H-indole-2-carboxamide